N-(3-(1-(2,6-dioxo-piperidin-3-yl)-3-methoxy-1H-indazol-6-yl)prop-2-yn-1-yl)-5-(8-(7-isopropyl-1,3-dimethyl-2-oxo-2,3-dihydro-1H-benzo[d]imidazol-5-yl)isoquinolin-3-yl)picolinamide O=C1NC(CCC1N1N=C(C2=CC=C(C=C12)C#CCNC(C1=NC=C(C=C1)C=1N=CC2=C(C=CC=C2C1)C1=CC2=C(N(C(N2C)=O)C)C(=C1)C(C)C)=O)OC)=O